O1COC2=C1C=CC(=C2)C[C@@H](C)OS(=O)(=O)CCC.FC2=C(OC1=NC=CC=C1C(=O)N)C=CC(=C2)CC(=O)NC=2SC1=C(N2)C=C(C=C1)OCC(C)(C)O (2-fluoro-4-(2-((5-(2-hydroxy-2-methylpropyloxy)benzo[d]thiazol-2-yl)amino)-2-oxoethyl)phenoxy)pyridine-3-carboxamide (R)-(1-(benzo[d][1,3]dioxol-5-yl)propan-2-yl)propanesulfonate